C(C)OC1=C(C=CC=C1F)NC(=S)C=1C(NCCC1NCC1=C(C=NC=C1)OCC(C)(C)OC)=O N-(2-ethoxy-3-fluorophenyl)-4-({[3-(2-methoxy-2-methylpropoxy)pyridin-4-yl]methyl}amino)-2-oxo-1,2,5,6-tetrahydropyridine-3-carbothioamide